2,2-dimethyl-4H-pyrido[3,2-b][1,4]oxazin-3-one CC1(C(NC2=C(O1)C=CC=N2)=O)C